(2S)-2-({2-[(1R)-1-[(5-chloro-2-methylpyridin-3-yl)amino]ethyl]-1,3-thiazol-5-yl}formamido)-3-cyclopentyl-N-cyclopropylpropanamide ClC=1C=C(C(=NC1)C)N[C@H](C)C=1SC(=CN1)C(=O)N[C@H](C(=O)NC1CC1)CC1CCCC1